N-(5-(4-(2,6-dichloro-3,5-dimethoxyphenyl)imidazo[1,2-a][1,6]naphthyridin-8-yl)-4-methoxy-2-(4,7-diazaspiro[2.5]octan-7-yl)phenyl)acrylamide trifluoroacetate FC(C(=O)O)(F)F.ClC1=C(C(=C(C=C1OC)OC)Cl)C=1C=2N(C3=CC(=NC=C3C1)C=1C(=CC(=C(C1)NC(C=C)=O)N1CCNC3(CC3)C1)OC)C=CN2